O=C1COCC(N1)C(=O)O 5-oxo-morpholine-3-carboxylic acid